tert-Butyl 4-{2-fluoro-5-[(4-oxo-3,4-dihydrophthalazin-1-yl)methyl]benzoyl}piperazine-1-carboxylate FC1=C(C(=O)N2CCN(CC2)C(=O)OC(C)(C)C)C=C(C=C1)CC1=NNC(C2=CC=CC=C12)=O